OC(COCC(CO)O)CO 2,3-dihydroxypropylether